CN1N=C(C=C1)N1CCCCC1 1-(1-methyl-1H-pyrazol-3-yl)piperidin